sulfur lead-copper [Cu].[Pb].[S]